(1R,3S)-N-(5-{2-[(3aR,5S,6aS)-2-(2,2,2-trifluoroethyl)-octahydrocyclopenta[c]pyrrol-5-yl]ethoxy}-1H-indol-3-yl)-3-methylcyclobutane-1-carboxamide FC(CN1C[C@@H]2[C@H](C1)CC(C2)CCOC=2C=C1C(=CNC1=CC2)NC(=O)C2CC(C2)C)(F)F